methyl (S)-2-((S)-2-(((benzyloxy)carbonyl)amino)-3-cyclohexylpropan-amido)-3-((S)-2-oxopyrrolidin-3-yl)propanoate C(C1=CC=CC=C1)OC(=O)N[C@H](C(=O)N[C@H](C(=O)OC)C[C@H]1C(NCC1)=O)CC1CCCCC1